C(C)(C)N1C(=NC2=NC=C(C=C21)C=2C=CN1N=C(N=CC12)NC1CC2(COC2)C1)C 5-(1-isopropyl-2-methyl-1H-imidazo[4,5-b]pyridin-6-yl)-N-(2-oxaspiro[3.3]heptan-6-yl)pyrrolo[2,1-f][1,2,4]triazin-2-amine